COCCOCC1=CC=C(C=N1)S(=O)(=O)C1=CC=C(C(=O)O)C=C1 4-[[6-(2-methoxyethoxymethyl)-3-pyridinyl]sulfonyl]benzoic acid